n-trifluoroacetamide C(=O)(C(F)(F)F)N